(R)-5-(3-(1-methyl-1H-pyrazol-4-yl)pyrazolo[1,5-a]pyridin-5-yl)-N-(1,1,1-trifluoropropan-2-yl)-7H-pyrrolo[2,3-d]pyrimidin-2-amine CN1N=CC(=C1)C=1C=NN2C1C=C(C=C2)C2=CNC=1N=C(N=CC12)N[C@@H](C(F)(F)F)C